N1[C@@H](CC1)C1(CC1)O 1-[(2S)-azetidin-2-yl]cyclopropanol